5-[4-[(3S)-1-(3-fluoropropyl)pyrrolidin-3-yl]oxyphenyl]-6-(4-hydroxy-phenyl)-8,9-dihydro-7H-benzo[7]annulen-2-ol FCCCN1C[C@H](CC1)OC1=CC=C(C=C1)C1=C(CCCC2=C1C=CC(=C2)O)C2=CC=C(C=C2)O